(R)-6-ethyl-5-(ethyl(methyl)amino)-3-((3-(1-(2-(methylamino)acetamido)propan-2-yl)phenyl)amino)pyrazine-2-carboxamide C(C)C1=C(N=C(C(=N1)C(=O)N)NC1=CC(=CC=C1)[C@H](CNC(CNC)=O)C)N(C)CC